N1=CC=C(C=C1)C=1C=C(C=C(C1)C1=CC=NC=C1)C1=NC(=NC(=C1)C1=CC(=CC(=C1)C1=CC=NC=C1)C1=CC=NC=C1)C1=CC=CC=C1 4,6-bis(3,5-bis(pyridin-4-yl)phenyl)-2-phenylpyrimidine